(3-((Cyclopentylmethyl)sulfanyl)pyridin-2-yl)methanamine C1(CCCC1)CSC=1C(=NC=CC1)CN